C(C)C=1C=CC=C2C=CC=C(C12)N1CC=2N=C(N=C(C2CC1)NC1CC(NCC1)=O)OCC12CCCN2CCC1 4-((7-(8-ethylnaphthalen-1-yl)-2-((tetrahydro-1H-pyrrolizin-7a(5H)-yl)methoxy)-5,6,7,8-tetrahydropyrido[3,4-d]pyrimidin-4-yl)amino)piperidin-2-one